BrC1=NC(=CC=C1NC(=O)C1=C(C=CC(=C1)C(F)(F)F)NC1=C(OCCNC(OC(C)(C)C)=O)C=C(C=C1)F)OC tert-Butyl (2-(2-((2-((2-bromo-6-methoxypyridin-3-yl)carbamoyl)-4-(trifluoro-methyl)phenyl) amino)-5-fluorophenoxy)ethyl)carbamate